(E)-3-((dimethylamino)methylene)-6-methylpiperidine-2,4-dione CN(C)\C=C/1\C(NC(CC1=O)C)=O